C(C)(C)(C)OC(=O)N1C=C(C2=C(C=CC=C12)OC)C(C(=O)N(C)C)C.NC1=C(SC=C1)[2H] amino-thiol-d tert-Butyl-3-(1-(dimethylamino)-1-oxopropan-2-yl)-4-methoxy-1H-indole-1-carboxylate